ethyl (Z)-3-amino-3-(6-(tert-butyl)pyridin-3-yl)-2-cyanoacrylate N\C(=C(/C(=O)OCC)\C#N)\C=1C=NC(=CC1)C(C)(C)C